NC=1C=C(C=C(C1Br)F)NC(OC)=O Methyl (3-amino-4-bromo-5-fluorophenyl)carbamate